4-{[4-(3-aminoazetidin-1-yl)butyl]amino}-5-chloro-2-fluoro-N-1,3-thiazol-2-ylbenzenesulfonamide NC1CN(C1)CCCCNC1=CC(=C(C=C1Cl)S(=O)(=O)NC=1SC=CN1)F